tert-butyl (3S,5S)-3-[[4-[4-[(4-bromo-1-naphthyl)oxy]-2-methyl-thiazol-5-yl]pyrimidin-2-yl]amino]-5-fluoro-piperidine-1-carboxylate BrC1=CC=C(C2=CC=CC=C12)OC=1N=C(SC1C1=NC(=NC=C1)N[C@@H]1CN(C[C@H](C1)F)C(=O)OC(C)(C)C)C